NC1=CC(N(C=N1)[C@@H]1C=C([C@H]([C@H]1O)O)COC1=CC(=C2C=C(C(=NC2=C1)N)Cl)F)=O 6-amino-3-((1r,4r,5s)-3-(((2-amino-3-chloro-5-fluoroquinolin-7-yl)oxy)methyl)-4,5-dihydroxycyclopent-2-en-1-yl)pyrimidin-4(3H)-one